[Mn].C12=CC=C(N1)C=C1C=CC(=N1)C=C1C=CC(N1)=CC=1C=CC(N1)=C2 21H-23H-porphin manganese